(4-(5-aminoisoxazol-3-yl)piperidin-1-yl)(4-(trifluoromethyl)phenyl)methanone NC1=CC(=NO1)C1CCN(CC1)C(=O)C1=CC=C(C=C1)C(F)(F)F